1,1,1,2,2,3,3-heptafluoro-3-iodosyl-propane FC(C(C(I=O)(F)F)(F)F)(F)F